NC1=C(C(=NC=N1)OC1=C(C=C(C=C1)NC(=O)C=1N=NN(C1C)C1=CC=CC=C1)F)Cl [4-(6-amino-5-chloro-pyrimidin-4-yl)oxy-3-fluorophenyl]-5-methyl-1-phenyl-triazole-4-carboxamide